(3aR,5r,6aS)-tert-butyl 5-hydroxyhexahydrocyclopenta[c]pyrrole-2(1H)-carboxylate OC1C[C@@H]2[C@@H](CN(C2)C(=O)OC(C)(C)C)C1